2-{[8-(6-methoxypyridin-2-yl)-3-oxo-1H,2H,3H-benzo[e]isoindol-2-yl]methyl}prop-2-enamide COC1=CC=CC(=N1)C=1C=CC2=C(C=3CN(C(C3C=C2)=O)CC(C(=O)N)=C)C1